N[C@H]1CN(CCCC1)C(=O)C1=NN(C(=C1)C1=CC(=C(C#N)C=C1)F)C1=C(C=C(C=C1)N1CCCCC1)F (R)-4-(3-(3-Aminoazepan-1-carbonyl)-1-(2-fluoro-4-(piperidin-1-yl)phenyl)-1H-pyrazol-5-yl)-2-fluorobenzonitril